NC=1C=C(C=CC1)B(O)O (3-aminophenyl)boronic acid